FC1=C(C(=CC=C1)OC)C1=NC=CC(=N1)NC1=NC=C(C(=C1)N1C[C@H](CCC1)O)C=1C=NN(C1)C(C)C (S)-1-(2-((2-(2-fluoro-6-methoxyphenyl)pyrimidin-4-yl)amino)-5-(1-isopropyl-1H-pyrazol-4-yl)pyridin-4-yl)piperidin-3-ol